methyl (S)-2-(((benzyloxy)carbonyl)amino)-3-(2-hydroxyphenyl)propanoate C(C1=CC=CC=C1)OC(=O)N[C@H](C(=O)OC)CC1=C(C=CC=C1)O